BrC1=C(C2=C(N=C(S2)C(=O)OC)C(=C1)F)C(C)C methyl 6-bromo-4-fluoro-7-isopropylbenzo[d]thiazole-2-carboxylate